tert-butyl (2R,6S)-3-formyl-2',6'-dimethyl-2-(trifluoromethyl)spiro[4,5-dihydrothieno[2,3-c]pyran-7,4'-piperidine]-1'-carboxylate C(=O)C1=C(SC2=C1CCOC21CC(N(C(C1)C)C(=O)OC(C)(C)C)C)C(F)(F)F